1,1-diethyl-2-hydroxy-2-nitrosohydrazine C(C)N(N(N=O)O)CC